ClC1=CC=C(C=2N1N=CN2)I 5-chloro-8-iodo-[1,2,4]triazolo[1,5-a]Pyridine